C1=C(C=CC=2C3=CC=CC=C3C3(C12)C1=CC=CC=C1C=1C=CC=CC13)C1=CC=3C2(C4=CC=CC=C4C3C=C1)C1=CC=CC=C1C=1C=CC=CC12 2-(9,9'-spirobifluoren-2-yl)-9,9'-spirobifluorene